N-[4-(3-Dimethylamino-propoxy)-benzyl]-3-[3-(4-trifluoromethoxy-benzyl)-3H-imidazo[4,5-c]pyridin-2-yl]-propionamide CN(CCCOC1=CC=C(CNC(CCC2=NC3=C(C=NC=C3)N2CC2=CC=C(C=C2)OC(F)(F)F)=O)C=C1)C